N1-(3-(2-aminoethoxy)-4-(4-(trifluoromethyl)piperidin-1-yl)phenyl)cyclohexane-1,4-diamine NCCOC=1C=C(C=CC1N1CCC(CC1)C(F)(F)F)NC1CCC(CC1)N